N1NC12CCCCC2 diazaspiro[2.5]octan